1-Benzyl-3-(2-((tert-butyldiphenylsilyl)oxy)ethyl)-4-fluoro-5-methylpiperidine C(C1=CC=CC=C1)N1CC(C(C(C1)C)F)CCO[Si](C1=CC=CC=C1)(C1=CC=CC=C1)C(C)(C)C